6-Chloro-4-(4-(2-fluorophenoxy)piperidin-1-yl)-1-methyl-2-oxo-1,2-dihydro-1,5-naphthyridin-3-carbonitril ClC=1N=C2C(=C(C(N(C2=CC1)C)=O)C#N)N1CCC(CC1)OC1=C(C=CC=C1)F